N-tertiarybutylbutane-1,4-diamine C(C)(C)(C)NCCCCN